COC=1N=C2C(=CC=NC2=CC1OC)OC1=C(C=C(C=C1)NC(=O)C=1C(N(C(=CC1)C)C1=NC=C(C=C1)F)=O)F N-[4-[(6,7-Dimethoxy-1,5-naphthyridin-4-yl)oxy]-3-fluorophenyl]-1-(5-fluoropyridin-2-yl)-6-methyl-2-oxopyridine-3-carboxamide